1-(4-methylbenzene-1-sulfonyl)-N-[(pyrimidin-5-yl)methyl]-1H-pyrazole-3-carboxamide CC1=CC=C(C=C1)S(=O)(=O)N1N=C(C=C1)C(=O)NCC=1C=NC=NC1